tert-butyl-7-amino-3,4-dihydroisoquinoline C(C)(C)(C)C1=NCCC2=CC=C(C=C12)N